2-carboxy-amino-4-aminonaphthalene C(=O)(O)C1=C(C2=CC=CC=C2C(=C1)N)N